C(C=C)N1[C@H](CC(C[C@H]1C=1N=NN(C1)C)=O)C (2S,S)-1-allyl-2-methyl-6-(1-methyltriazol-4-yl)piperidin-4-one